C(C)(=O)[Pd](=O)C(C)=O diacetyl-(oxo)palladium